BrC=1C=C(C=2C=CN(C2C1)CC1=CC=C(C=C1)F)N 6-bromo-1-(4-fluorobenzyl)-1H-indol-4-amine